Ethyl 2-(3-methoxybenzyl)acrylate COC=1C=C(CC(C(=O)OCC)=C)C=CC1